BrC=1C=C2C=NC(=NC2=C(C1)CC)NC1CCC(CC1)NC(OC(C)(C)C)=O tert-butyl ((1r,4r)-4-((6-bromo-8-ethylquinazolin-2-yl)amino)cyclohexyl)carbamate